7-(4-bromophenyl)-2-oxo-9-(trifluoromethyl)-1,2-dihydro-4-hydroxypyrido[3',2':4,5]thieno[3,2-d]pyrimidin BrC1=CC=C(C=C1)C=1C=C(C2=C(SC3=C2NC(N=C3O)=O)N1)C(F)(F)F